IC1=C(C(=CC(=C1)[N+](=O)[O-])I)I 1,2,3-triiodo-5-nitrobenzene